COC1=CC=C(C=C1)C#CC1=CN=CC=2[C@H]3N(C[C@@H](OC21)C3)C(=O)C32CCC(CC3)(C2)C(F)(F)F ((2S,5S)-9-((4-methoxyphenyl)ethynyl)-2,3-dihydro-2,5-methanopyrido[3,4-f][1,4]oxazepin-4(5H)-yl)(4-(trifluoromethyl)bicyclo[2.2.1]heptan-1-yl)methanone